FC1=C(C=CC(=C1)N1N=C(N=C1)C1=CC=C(C=C1)C(F)(F)F)NC(=O)\N=C\1/SCC(N1C1=C(C=CC(=C1)C)C(C)C)=O (Z)-1-(2-fluoro-4-(3-(4-(trifluoromethyl)phenyl)-1H-1,2,4-triazol-1-yl)phenyl)-3-(3-(2-isopropyl-5-methylphenyl)-4-oxothiazolidin-2-ylidene)urea